2-amino-6-borono-2-(2-(3-methyl-1,3-diazepan-1-yl)ethyl)hexanoic acid NC(C(=O)O)(CCCCB(O)O)CCN1CN(CCCC1)C